N-(3-(trimethoxy-silyl)-propyl)butylamine CO[Si](CCCNCCCC)(OC)OC